C(C1=CC=CC=C1)NC([C@H](CCC(=O)OC(C)(C)C)NC([C@H](CC(=O)OC(C)(C)C)NC(=O)OCC1=CC=CC=C1)=O)=O tert-Butyl (S)-5-(benzylamino)-4-((S)-2-(((benzyloxy)carbonyl)amino)-4-(tert-butoxy)-4-oxobutanamido)-5-oxopentanoate